C(C1=CC=CC=C1)N1CCC(CC1)=C1C=CC2N(C=3C=CC=CC3CC21)S(=O)(=O)C2=CC=C(C)C=C2 1-(1-benzylpiperidin-4-ylidene)-4-tosyl-3a,4,9,9a-tetrahydro-1H-cyclopenta[b]quinoline